8a-Ethyl-2-(2-((1-((1-methyl-1H-pyrazol-4-yl)sulfonyl)piperidin-4-yl)amino)-5-(trifluoromethyl)pyrimidin-4-yl)-7-(methylamino)-6,7,8,8a-tetrahydro-4H-thieno[2,3-a]pyrrolizin-4-one C(C)C12CC(CN2C(C2=C1SC(=C2)C2=NC(=NC=C2C(F)(F)F)NC2CCN(CC2)S(=O)(=O)C=2C=NN(C2)C)=O)NC